3-Imino-4,6-dimethoxy-1-tritylindolin-2-one N=C1C(N(C2=CC(=CC(=C12)OC)OC)C(C1=CC=CC=C1)(C1=CC=CC=C1)C1=CC=CC=C1)=O